FC=1C(=C2C(=NC(=NN2C1)NC1CCC(CC1)(O)C)OC)C=1C=CC2=C(N(N=N2)CCCF)C1 (1s,4s)-4-((6-fluoro-5-(1-(3-fluoropropyl)-1H-benzo[d][1,2,3]triazol-6-yl)-4-methoxypyrrolo[2,1-f][1,2,4]triazin-2-yl)amino)-1-methylcyclohexan-1-ol